2-(2-methylimidazo[1,2-b]pyridazin-6-yl)-7-[(3S)-3-methylpiperazin-1-yl]pyrido[1,2-a]pyrimidin-4-one CC=1N=C2N(N=C(C=C2)C=2N=C3N(C(C2)=O)C=C(C=C3)N3C[C@@H](NCC3)C)C1